FC(CC1(CCNCC1)N)F 4-(2,2-difluoroethyl)piperidin-4-amine